(2-methoxyethyl)sulfamic acid (2-((4-(N-(3-bromo-4-fluorophenyl)-N'-hydroxycarbamimidoyl)-1,2,5-oxadiazol-3-yl) amino) ethyl) ester BrC=1C=C(C=CC1F)NC(=NO)C=1C(=NON1)NCCOS(NCCOC)(=O)=O